N(C1=CC=CC=C1)C1=NC(=NC=C1C)NC=1C=C(C(=C(C1)CC(C)O)Br)C [5-[(4-anilino-5-methyl-pyrimidin-2-yl)amino]-2-bromo-3-methyl-phenyl]propan-2-ol